C(C)C(CO[P]OCC(CCCC)CC)CCCC bis((2-ethylhexyl)oxy)phosphorus